N-(3-((1s,3S)-3-(cyanomethyl)-1-(4-methyl-4H-1,2,4-triazol-3-yl)cyclobutyl)phenyl)-7-(((3R,4S)-4-fluoro-3-methylpiperidin-1-yl)methyl)-1H-pyrrolo[3,2-b]pyridine-5-carboxamide C(#N)CC1CC(C1)(C1=NN=CN1C)C=1C=C(C=CC1)NC(=O)C1=CC(=C2C(=N1)C=CN2)CN2C[C@H]([C@H](CC2)F)C